FC=1C=CC=C2C(N(C=3N(C12)C(=NN3)SC(C)C)CCC)=O 9-fluoro-1-(isopropylthio)-4-propyl-[1,2,4]triazolo[4,3-a]quinazolin-5(4H)-one